octyl-N-acetylxylosylamine C(CCCCCCC)N(C(C)=O)C1[C@H](O)[C@@H](O)[C@H](O)CO1